N-[2-fluoro-4-[2-[[(3S,5S)-5-fluoro-3-piperidyl]amino]-8-isopropyl-7-oxo-pteridin-6-yl]phenyl]propane-1-sulfonamide FC1=C(C=CC(=C1)C1=NC=2C=NC(=NC2N(C1=O)C(C)C)N[C@@H]1CNC[C@H](C1)F)NS(=O)(=O)CCC